(1s,3s)-3-(6'-bromo-2'-oxospiro[cyclopropan-1,3'-indolin]-1'-yl)-1-(piperidin-1-yl)cyclobutane-1-carbonitrile BrC1=CC=C2C3(C(N(C2=C1)C1CC(C1)(C#N)N1CCCCC1)=O)CC3